C1N(CC12CNC2)C(=O)C=2C=C(C=CC2)C2=C(N(C=C2)S(N)(=O)=O)C(=O)O 3-[3-(2,6-Diazaspiro[3.3]heptane-2-carbonyl)phenyl]-1-sulfamoyl-pyrrole-2-carboxylic acid